COCCC=1NC2=C(N1)C=CC(=C2)C(=O)O (2-methoxyethyl)benzimidazole-5-carboxylic acid